BrC=1N=C2C(C(C(N(C2=CC1)C)=O)C#N)=O 6-bromo-1-methyl-2,4-dioxo-1,2,3,4-tetrahydro-1,5-naphthyridine-3-carbonitrile